1-(1,3,4-thiadiazol-2-yl)cyclopropan-1-amine S1C(=NN=C1)C1(CC1)N